3-(4,7-difluoro-1-oxo-5-(piperazin-1-yl-2,2,3,3,5,5,6,6-d8)isoindolin-2-yl)piperidine-2,6-dione FC1=C2CN(C(C2=C(C=C1N1C(C(NC(C1([2H])[2H])([2H])[2H])([2H])[2H])([2H])[2H])F)=O)C1C(NC(CC1)=O)=O